ClC1=NSC(=C1Cl)COC1=NS(C2=C1C=CC=C2)(=O)=O 3-(3,4-dichloroisothiazol-5-ylmethoxy)-1,2-benzothiazole-1,1-dioxide